OP(O)(=O)CC(=CCCC)CC hydroxy-2-ethyl-2-hexenylphosphinic acid